C(CCC)[N+]1(CCCCC1)C butyl-1-methyl-piperidinium